1-hydroxy-N-(3-nitrophenyl)-1,3-dihydrobenzo[c][1,2]oxaborole-5-carboxamide OB1OCC2=C1C=CC(=C2)C(=O)NC2=CC(=CC=C2)[N+](=O)[O-]